[PH2](OCCCCCCCC)=O monooctyl phosphinate